2,7-diazaspiro[3.5]nonane-2-carboxamide C1N(CC12CCNCC2)C(=O)N